FC(S(=O)(=O)N1C[C@@H]([C@@H](C1)C)NC(CC=1N=CC2=CC=C(C=C2C1)C1=NC(=CC=C1)N1C[C@@H](O[C@@H](C1)C)C)=O)F N-((3R,4R)-1-((difluoromethyl)sulfonyl)-4-methylpyrrolidin-3-yl)-2-(6-(6-((cis)-2,6-dimethylmorpholino)pyridin-2-yl)isoquinolin-3-yl)acetamide